4-(4-nitrophenyl)-N-(4-(trifluoromethyl)phenyl)pyrimidin-2-amine [N+](=O)([O-])C1=CC=C(C=C1)C1=NC(=NC=C1)NC1=CC=C(C=C1)C(F)(F)F